3-(5-(difluoromethyl)-1,3,4-thiadiazol-2-yl)-N-(1-methylcyclopropyl)-8-(4-(piperazine-1-carbonyl)piperazin-1-yl)imidazo[1,2-a]pyridine-6-sulfonamide FC(C1=NN=C(S1)C1=CN=C2N1C=C(C=C2N2CCN(CC2)C(=O)N2CCNCC2)S(=O)(=O)NC2(CC2)C)F